7-amino-2-methyl-2,3-dihydro-1H-isoindol-1-one NC=1C=CC=C2CN(C(C12)=O)C